C(C)OC(=O)C1(CCNCC1)C=1C=NC(=CC1)C1=C(C=CC=C1)OCC 4-[6-(2-ethoxyphenyl)pyridin-3-yl]Piperidine-4-carboxylic acid ethyl ester